FC1=C(C=CC=C1)C1N(CCCC1)C(=O)[O-] 2-(2-fluorophenyl)piperidine-1-carboxylate